4-[[(1S,2S)-2-[8-azabicyclo[3.2.1]octan-8-yl]-4,6-dichloro-2,3-dihydro-1H-inden-1-yl]oxy]benzene C12CCCC(CC1)N2[C@@H]2[C@H](C1=CC(=CC(=C1C2)Cl)Cl)OC2=CC=CC=C2